1,2-butanediol bis(2,2,2-trifluoroethanesulfonate) FC(CS(=O)(=O)OCC(CC)OS(=O)(=O)CC(F)(F)F)(F)F